C(C)(C)(C)N(C(O)=O)[C@H](C(=O)NC)CCCC1=CC=CC=2NN=NC21.N2=NC(=CC=C2)C(C)=O 1-(pyridazin-3-yl)ethanone tert-butyl-(S)-(5-(1H-benzo[d][1,2,3]triazol-4-yl)-1-(methylamino)-1-oxopentan-2-yl)carbamate